N-(2-(piperidin-1-yl)phenyl)-4-(piperidin-1-ylsulfonyl)benzenesulfonamide N1(CCCCC1)C1=C(C=CC=C1)NS(=O)(=O)C1=CC=C(C=C1)S(=O)(=O)N1CCCCC1